OCC(C(=O)OCC1=CC=C(C(=O)C2=CC=CC=C2)C=C1)=C 4-(2-hydroxymethyl-acryloyloxy)methyl-benzophenone